2,2-dicyclopropyl-1-(9-fluoro-3,5-dihydro-2H-1,4-benzoxazepin-4-yl)ethanone C1(CC1)C(C(=O)N1CCOC2=C(C1)C=CC=C2F)C2CC2